1-[4-(4-methylpiperidin-1-yl)benzoyl]piperazine hydrochloride Cl.CC1CCN(CC1)C1=CC=C(C(=O)N2CCNCC2)C=C1